4-bromo-5-iodo-3-(1-phenylvinyl)pyridin-2-amine BrC1=C(C(=NC=C1I)N)C(=C)C1=CC=CC=C1